COC(C1=NC(=CC=C1)N(C(=O)OC(C)(C)C)C(=O)OC(C)(C)C)=O.NC=1C=2N(C=CN1)C(=NC2C(C2=C(C=C(C=C2)OC2=CC=CC=C2)Cl)=O)[C@H]2N(CCC2)C(C=C)=O (S)-1-(2-(8-amino-1-(2-chloro-4-phenoxybenzoyl)imidazo[1,5-a]pyrazin-3-yl)pyrrolidin-1-yl)prop-2-en-1-one methyl-6-(bis(tert-butoxycarbonyl)amino)picolinate